COCC1(N2CCC(C1=O)CC2)COP(=O)(OC2=CC=CC=C2)N[C@@H](C)C(=O)OC(C)C isopropyl (((2-(methoxymethyl)-3-oxoquinuclidin-2-yl)methoxy)(phenoxy)phosphoryl)-L-alaninate